N1=CN=C(C=C1)C1=C(C(=O)N2CCC(CC2)(C#N)CC2=C(C=C(C=C2F)F)F)C=CC=N1 1-(2-(pyrimidin-4-yl)nicotinoyl)-4-(2,4,6-trifluorobenzyl)piperidine-4-carbonitrile